2-[(5-iodopyrazol-1-yl)methoxy]Ethyl-trimethyl-silane IC1=CC=NN1COCC[Si](C)(C)C